3-stearamidoethylimidazolinium C(CCCCCCCCCCCCCCCCC)(=O)NCCN1C[NH2+]CC1